2,4-dichloro-6-morpholinyl-s-triazine ClC1=NC(=NC(=N1)Cl)N1CCOCC1